ClC1=C(C(=CC=C1)Cl)N1CC(C1)C1=CC(=C(C=C1)C(C)N1CCC(CC1)C(=O)OC)C methyl 1-(1-(4-(1-(2,6-dichlorophenyl)azetidin-3-yl)-2-methylphenyl)ethyl)piperidine-4-carboxylate